C1(CCCC2C(CCCC12)C(=O)O)C(=O)O decalin-1,5-dicarboxylic acid